{5-chloro-3-[1-(2,6-difluoro-4-iodophenyl)-3-(pyridin-4-yl)pyrazol-4-yl]-2-fluorophenyl}cyclopentanesulfonamide ClC=1C=C(C(=C(C1)C1(CCCC1)S(=O)(=O)N)F)C=1C(=NN(C1)C1=C(C=C(C=C1F)I)F)C1=CC=NC=C1